O\N=C/1\C(C2=CC=C(C=C2C1)C(C)C)=O (E)-2-(hydroxyimino)-5-isopropyl-2,3-dihydro-1H-indene-1-one